2-amino-5-{2-[(1S)-1-cyclopropylethyl]-1-oxo-7-(trifluoromethoxy)-2,3-dihydro-1H-isoindol-5-yl}-N-(oxetan-3-yl)pyrazolo[1,5-a]pyrimidine-3-carboxamide NC1=NN2C(N=C(C=C2)C=2C=C3CN(C(C3=C(C2)OC(F)(F)F)=O)[C@@H](C)C2CC2)=C1C(=O)NC1COC1